(5aR,6S,7R,8R,8aS)-5a-(4-cyanophenyl)-8,8a-dihydroxy-N,N-dimethyl-6-phenyl-5a,7,8,8a-tetrahydro-6H-cyclopenta[4,5]furo[3,2-b]pyridine-7-carboxamide C(#N)C1=CC=C(C=C1)[C@]12[C@](C3=NC=CC=C3O1)([C@@H]([C@@H]([C@H]2C2=CC=CC=C2)C(=O)N(C)C)O)O